7-oxo-4,5,6,7-tetrahydrobenzo[c]-isoxazole-3-carboxamide O=C1CCCC=2C1=NOC2C(=O)N